FC(C=1C=CC(=NC1C=1N(N=C(N1)CC(F)(F)F)C)N1C=NC2=C1C=C(C(=C2)OC)NC=2N=NC(=CC2)C)F 3-[5-(difluoromethyl)-6-[2-methyl-5-(2,2,2-trifluoroethyl)-1,2,4-triazol-3-yl]-2-pyridyl]-6-methoxy-N-(6-methylpyridazin-3-yl)benzimidazol-5-amine